OC(=O)CCCCCCCCC.OCC(O)CO.OCC(O)CO.OCC(O)CO triglycerin monocaprate